oxathiole C1C=COS1